ClC1=NC=C(C(=C1)N[C@@H](CCO)C)C1=NN(C=C1)CC(F)(F)F (R)-3-((2-Chloro-5-(1-(2,2,2-trifluoroethyl)-1H-pyrazol-3-yl)pyridin-4-yl)amino)butan-1-ol